C(C1=CC=CC=C1)N1N=CC(=C1)C=1C(=NOC1C1CC1)C1=NN(C2=C1C(=NC=C2)N)C(C)C 3-(4-(1-benzyl-1H-pyrazol-4-yl)-5-cyclopropylisoxazol-3-yl)-1-isopropyl-1H-pyrazolo[4,3-c]pyridin-4-amine